1-(thiazol-2-yl)piperidin-4-amine S1C(=NC=C1)N1CCC(CC1)N